butenyl-pyridine C(=CCC)C1=NC=CC=C1